C(C)(=O)N1C(N(C[C@H]1C(=O)NC1=C(C=CC(=C1)OC1=NC=C(C=C1F)C(F)(F)F)OC)C)=O (S)-3-acetyl-N-(5-((3-fluoro-5-(trifluoromethyl)pyridin-2-yl)oxy)-2-methoxyphenyl)-1-methyl-2-oxoimidazolidine-4-carboxamide